CC1=CC=C(CN2N=C3N(C2=O)[C@@H](CC3)C(=O)N3CCCC3)C=C1 (5S)-2-(4-Methylbenzyl)-5-(pyrrolidin-1-ylcarbonyl)-2,5,6,7-tetrahydro-3H-pyrrolo[2,1-c][1,2,4]triazol-3-one